6-{5-chloro-2-[(1,3-dihydroxypropan-2-yl)amino]pyrimidin-4-yl}-2-[2-oxo-2-(1,2,3,4-tetrahydroisoquinolin-2-yl)ethyl]-2,3-dihydro-1H-isoindol-1-one ClC=1C(=NC(=NC1)NC(CO)CO)C1=CC=C2CN(C(C2=C1)=O)CC(N1CC2=CC=CC=C2CC1)=O